O=C1C=C(N=CN1)C(F)(F)F 6-oxo-4-(trifluoromethyl)pyrimidin